{3-[(1,3-benzothiazol-2-yl)amino]-4-methyl-5H,6H,7H,8H-pyrido[2,3-C]pyridazin-8-yl}-5-(3-{4-[4-(dimethylamino)butyl]-2-fluorophenoxy}propyl)-1,3-thiazole-4-carboxylic acid S1C(=NC2=C1C=CC=C2)NC2=C(C1=C(N=N2)N(CCC1)C=1SC(=C(N1)C(=O)O)CCCOC1=C(C=C(C=C1)CCCCN(C)C)F)C